F[C@H]1C[C@@H](N(C1)[C@H]1CNCC1)C(=O)NC=1C=CC=C2C(=CNC12)C1=NC(=NC=C1)NC=1C(=NN(C1)C)OC (2R,3'R,4S)-4-fluoro-N-(3-(2-((3-methoxy-1-methyl-1H-pyrazol-4-yl)amino)pyrimidin-4-yl)-1H-indol-7-yl)-[1,3'-bipyrrolidine]-2-carboxamide